C(C)N(CCOC1=CC=C(C=C1)C=1N=NN(C1N)CC1=CC=C(C=C1)OC)CC 4-(4-(2-(diethylamino)ethoxy)phenyl)-1-(4-methoxybenzyl)-1H-1,2,3-triazole-5-amine